(2-((2-(2,6-Dioxopiperidin-3-yl)-1-oxoisoindolin-5-yl)amino)-1-(4-methoxyphenyl)-2-oxoethyl)(methyl)carbamic acid tert-butyl ester C(C)(C)(C)OC(N(C)C(C(=O)NC=1C=C2CN(C(C2=CC1)=O)C1C(NC(CC1)=O)=O)C1=CC=C(C=C1)OC)=O